OC1=C(C=CC(=C1)OCCCCCCCC)C=1SC2=C(N1)C=CC=C2 2-(2'-hydroxy-4'-n-octoxyphenyl)benzothiazole